FC(S(=O)(=O)OC1=C2C(N(C(C2=CC=C1)=O)C1C(NC(CC1)=O)=O)=O)(F)F 2-(2,6-dioxopiperidin-3-yl)-1,3-dioxoisoindol-4-yl trifluoromethanesulfonate